2,4-cis-piperidine-2,4-dicarboxylic acid C1CN[C@@H](C[C@@H]1C(=O)O)C(=O)O